(2-(4-chloro-3-fluorophenoxy)acetamido)-2-azabicyclo[2.2.2]octane-2-carboxylic acid tert-butyl ester C(C)(C)(C)OC(=O)N1C2(CCC(C1)CC2)NC(COC2=CC(=C(C=C2)Cl)F)=O